2-[3-(5-bromo-furan-2-yl)-cyclohex-2-enylidene]-malononitrile BrC1=CC=C(O1)C1=CC(CCC1)=C(C#N)C#N